F[C@H]([C@H](C1=C(C=CC(=C1)C)F)N[S@](=O)C(C)(C)C)CC1C(NC(N(C1=O)C1CCOCC1)=O)=O (R)-N-((1S,2S)-2-fluoro-1-(2-fluoro-5-methylphenyl)-3-(2,4,6-trioxo-1-(tetrahydro-2H-pyran-4-yl)hexahydropyrimidin-5-yl)propyl)-2-methylpropan-2-sulfinamide